3-bromo-7-methyl-5-(2-methylpyrimidin-5-yl)-1H-indazole BrC1=NNC2=C(C=C(C=C12)C=1C=NC(=NC1)C)C